Cl.C(C)(=O)O[C@@H]1O[C@@H]([C@H]([C@@H]([C@H]1N)OC(C)=O)OC(C)=O)COC(C)=O (2S,3R,4R,5S,6R)-6-(acetoxymethyl)-3-aminotetrahydro-2H-pyran-2,4,5-trisyl triacetate hydrochloride